ClC1=C(C=C(C(=O)N2CC=3C(=NN4C=NN(C(C43)=O)[C@H](C)C4=CC=C(C=C4)OC(F)F)C[C@H]2C)C=C1)C(F)(F)F |o1:19| (R)-9-(4-Chloro-3-(trifluoromethyl)benzoyl)-2-((R*)-1-(4-(difluoromethoxy)phenyl)ethyl)-8-methyl-7,8,9,10-tetrahydropyrido[4',3':3,4]pyrazolo[1,5-d][1,2,4]triazin-1(2H)-one